Fluorobutansulfonat FC(CCC)S(=O)(=O)[O-]